ClC1=CC=C(C=C1)C(C=1C=NN(C1)C(=O)OC(C)(C)C)O tert-Butyl 4-((4-chlorophenyl)(hydroxy)methyl)-1H-pyrazole-1-carboxylate